(1-cyanocyclohexyl)acetonitrile C(#N)C1(CCCCC1)CC#N